C(C)(C)(C)OC(=O)NCCOC1=CC=C(C=C1)NC(=O)C1=CC=C(S1)C=1CCN(CC1)C(=O)OC(C)(C)C tert-butyl 4-(5-((4-(2-((tert-butoxycarbonyl)amino)ethoxy)phenyl)carbamoyl)thiophen-2-yl)-3,6-dihydropyridine-1(2H)-carboxylate